O1C2=C(OCC1)C=C(C=C2)C=2C=NC(=C(C(=O)NC1=CC(=CC=C1)[S@@](=O)NC)C2C)OC=2C(=NC(=CC2)F)C (R)-5-(2,3-Dihydrobenzo[b][1,4]dioxin-6-yl)-2-((6-fluoro-2-methylpyridin-3-yl)oxy)-4-methyl-N-(3-(S-methylamino-sulfinyl)phenyl)nicotinamide